(3S,4S) or (3R,4R)-4-(4-(6-chloro-2-((1-cyclopropyl-5-methyl-1H-pyrazol-4-yl)amino)quinazolin-7-yl)piperazin-1-yl)tetrahydrofuran-3-ol ClC=1C=C2C=NC(=NC2=CC1N1CCN(CC1)[C@@H]1[C@@H](COC1)O)NC=1C=NN(C1C)C1CC1 |o1:17,18|